1-(6-((4-(1-(4-(1-acetyl-4-((4-chlorophenyl)amino)-2-methyl-1,2,3,4-tetrahydroquinolin-6-yl)phenyl)piperidin-4-yl)piperazin-1-yl)methyl)pyridin-3-yl)dihydropyrimidine-2,4(1H,3H)-dione C(C)(=O)N1C(CC(C2=CC(=CC=C12)C1=CC=C(C=C1)N1CCC(CC1)N1CCN(CC1)CC1=CC=C(C=N1)N1C(NC(CC1)=O)=O)NC1=CC=C(C=C1)Cl)C